C(C)OC1=CC=C2C=CC(OC2=C1)=O L-7-ethoxycoumarin